C(CCCCCCCCCCCC=CCC)=O 1Z-13-Hexadecenal